C(C1=CC=CC=C1)OC=1C(C(=CN2N(CN(C(C21)=O)[C@H](C)C=C)C(C)C=C)C(=O)NCC2=C(C=C(C=C2)F)F)=O 5-(benzyloxy)-3-((R)-but-3-en-2-yl)-1-(but-3-en-2-yl)-N-(2,4-difluorobenzyl)-4,6-dioxo-2,3,4,6-tetrahydro-1H-pyrido[2,1-f][1,2,4]triazine-7-carboxamide